[Si](C)(C)(C(C)(C)C)OCCC[C@@H](C)OC1=NC(=CC=C1S(=O)(=O)Cl)C |r| (RS)-2-((5-((tert-butyldimethylsilyl)oxy)pentan-2-yl)oxy)-6-methylpyridine-3-sulfonyl chloride